ClC1=CC=C(C=C1)[C@H]([C@H]1O[C@H]([C@@H]([C@@H]1O)O)N1N=C(C2=C1NC=NC2=NN)F)O (2R,3S,4R,5R)-2-((R)-(4-chlorophenyl)(hydroxy)methyl)-5-(3-fluoro-4-hydrazineylidene-4,7-dihydro-1H-pyrazolo[3,4-d]pyrimidin-1-yl)tetrahydrofuran-3,4-diol